N-(3-(methylsulfonamido)phenyl)-2-(1H-1,2,4-triazol-5-yl)thiazole-4-carboxamide CS(=O)(=O)NC=1C=C(C=CC1)NC(=O)C=1N=C(SC1)C1=NC=NN1